S1C2=C(C=C1)C(=CC=C2)N2CCC(CC2)CN[C@H]2CC1=C(N=C(S1)N)CC2 (R)-N6-((1-(benzo[b]thiophen-4-yl)piperidin-4-yl)methyl)-4,5,6,7-tetrahydrobenzo[d]thiazole-2,6-diamine